2,4,6-trimethyl-2,4,6-tris(3,3,3-trifluoropropyl)cyclotrisiloxane C[Si]1(O[Si](O[Si](O1)(CCC(F)(F)F)C)(CCC(F)(F)F)C)CCC(F)(F)F